C(C)(C)(C)N1N=C(C=C1NC=1C=CC2=C(CN(S2(=O)=O)CC2=CC=C(C=C2)OC)C1F)C1CC(CC1)C1OC(CC1)C(C)(C)C 5-((1-(tert-butyl)-3-(3-(5-(tert-butyl)tetrahydrofuran-2-yl)cyclopentyl)-1H-pyrazol-5-yl)amino)-4-fluoro-2-(4-methoxybenzyl)-2,3-dihydrobenzo[d]isothiazole 1,1-dioxide